NC1CCN(CC1)C1=C(N=NC2=CC=C(C=C12)C1=CC2=C(NC(N2)=O)C=C1)C1=CC(=CC(=C1)C)F 5-[4-(4-aminopiperidin-1-yl)-3-(3-fluoro-5-methylphenyl)cinnolin-6-yl]-2,3-dihydro-1H-1,3-benzodiazol-2-one